tert-butyl 6-[difluoro-[6-(trifluoromethyl)-3-pyridinyl] methyl]-2-azaspiro[3.3]heptane-2-carboxylate FC(C1CC2(CN(C2)C(=O)OC(C)(C)C)C1)(C=1C=NC(=CC1)C(F)(F)F)F